S(C1=CC=C(N)C=C1)C1=CC=C(N)C=C1 4,4'-thiodianiline